(1-(2-ethoxyvinyl)-8-methyl-3-(3-methyl-1,2,4-thiadiazol-5-yl)-5,6-dihydroimidazo[1,5-a]pyrazin-7(8H)-yl)(4-fluorophenyl)methanone C(C)OC=CC=1N=C(N2C1C(N(CC2)C(=O)C2=CC=C(C=C2)F)C)C2=NC(=NS2)C